C(C1=CC=CC=C1)OC(=O)N[C@H](C(=O)OCC)CCS(=O)(=O)OCC(C)(C)C ethyl (2S)-2-{[(benzyloxy)carbonyl]amino}-4-[(2,2-dimethylpropoxy) sulfonyl]butanoate